COCC1=CC=C(CN2N=CC(=C2)C(=O)N)C=C1 1-(4-(methoxymethyl)benzyl)-1H-pyrazole-4-carboxamide